4-aminomethylpiperidine-1-yl-pyrimidine-5-carboxylic acid methyl ester COC(=O)C=1C=NC(=NC1)N1CCC(CC1)CN